FC(OC1=NC(=CC=C1NC(=O)C1(CC(C1)CS(=O)(=O)C)C1=C(C=CC=C1)C(C)C)C)F N-(2-(difluoromethoxy)-6-methylpyridin-3-yl)-1-(2-isopropylphenyl)-3-((methylsulfonyl)methyl)cyclobutane-1-carboxamide